COC(CS(NC1=CC=C(C=C1)OC)(=O)=O)=O.O=S1(NCCC1CNC1=NC=C(C=2N=CN(C(C21)=O)C)C2=CC=C(C=C2)C(F)(F)F)=O 5-(((1,1-dioxidoisothiazolidin-5-yl)methyl)amino)-3-methyl-8-(4-(trifluoromethyl)phenyl)pyrido[4,3-d]pyrimidin-4(3H)-one methyl-2-(N-(4-methoxyphenyl)sulfamoyl)acetate